2-(o-Chlorophenyl)-4,5-bis(m-methoxyphenyl)-imidazol ClC1=C(C=CC=C1)C=1NC(=C(N1)C1=CC(=CC=C1)OC)C1=CC(=CC=C1)OC